CN(C(OC1=CC2=C(CN(C(O2)=O)CC2=CC(=CC=C2)NS(NC)(=O)=O)C=C1)=O)C 3-(3-((N-methylsulfamoyl)amino)benzyl)-2-oxo-3,4-dihydro-2H-benzo[e][1,3]oxazin-7-yl dimethylcarbamate